C1(CC1)[C@]1(C(N(C[C@H]1C)C=1C=2N(N=CC1)C=C(C2)C=2C=NC=C(C2)C(F)(F)F)=O)C#N (3R,4S)-3-cyclopropyl-4-methyl-2-oxo-1-[6-[5-(trifluoromethyl)pyridin-3-yl]pyrrolo[1,2-b]pyridazin-4-yl]pyrrolidine-3-carbonitrile